3-(2-fluoroethoxy)quinoline-6-carboxylic acid FCCOC=1C=NC2=CC=C(C=C2C1)C(=O)O